C1(NC(CC2CC=CC=C12)=O)=O dihydroisoquinolinedione